C1=C(O[C@@H]([C@@H]([C@H]1O)O)O[C@@H]2[C@@H]([C@H](C(O[C@@H]2C(=O)[O-])O)O)O)C(=O)[O-] The molecule is the dianion obtained by removal of a proton from both carboxyic acid groups of 4-(4-deoxy-alpha-D-gluc-4-enosyluronic acid)-D-galacturonic acid. It is a dicarboxylic acid dianion and a carbohydrate acid anion. It is a conjugate base of a 4-(4-deoxy-alpha-D-gluc-4-enosyluronic acid)-D-galacturonic acid.